N-{(2S,3R)-4,4-difluoro-1-[(2R)-oxolane-2-carbonyl]-2-[(2,3',5'-trifluoro[1,1'-biphenyl]-3-yl)methyl]pyrrolidin-3-yl}methanesulfonamide FC1([C@@H]([C@@H](N(C1)C(=O)[C@@H]1OCCC1)CC=1C(=C(C=CC1)C1=CC(=CC(=C1)F)F)F)NS(=O)(=O)C)F